[7-fluoro-2-[[2-[2-oxo-3-(3-oxo-4H-pyrazino[2,3-b][1,4]oxazin-6-yl)oxazolidin-5-yl]ethylamino]methyl]indan-5-yl]-1-methyl-pyrrolidine-2-carboxamide FC=1C=C(C=C2CC(CC12)CNCCC1CN(C(O1)=O)C1=NC2=C(OCC(N2)=O)N=C1)C1(N(CCC1)C)C(=O)N